C(C)C1=C(C=CC=C1F)NC1=C(NC2=C1C(NCC2)=O)C2=C(C=NC=C2)OC[C@@H]2N(CC2)C(C(=C)F)=O 3-[(2-ethyl-3-fluorophenyl)amino]-2-(3-{[(2R)-1-(2-fluoroprop-2-enoyl)azetidin-2-yl]methoxy}pyridin-4-yl)-1H,5H,6H,7H-pyrrolo[3,2-c]pyridin-4-one